CC(C(=O)O)(O)C.COC(C(C)O)=O methyl-2-hydroxypropanoate (methyl lactate)